methyl 5-((4-bromo-2-fluorophenyl) amino)-4-fluoro-1-methyl-1H-benzimidazole-6-carboxylate BrC1=CC(=C(C=C1)NC1=C(C2=C(N(C=N2)C)C=C1C(=O)OC)F)F